NCCNC(=O)C=1N=C(SC1)C=1C=NN(C1)C1=CC=CC=C1 N-(2-aminoethyl)-2-(1-phenyl-1H-pyrazol-4-yl)-1,3-thiazole-4-carboxamide